C(N)(=O)NCCCCCCCCCCNC(N)=O dicarbamoyl-decamethylenediamine